ClC1=C(C=NC=2N1N=CC2)C(=O)OCC ethyl 7-chloropyrazolo[1,5-a]pyrimidine-6-carboxylate